5-[(2R,6S)-2-methyl-6-[[4-[3-(4-piperidyl)phenyl]-1-piperidyl]methyl]morpholin-4-yl]quinoline-8-carbonitrile C[C@@H]1CN(C[C@@H](O1)CN1CCC(CC1)C1=CC(=CC=C1)C1CCNCC1)C1=C2C=CC=NC2=C(C=C1)C#N